C(C)(C)(C)OC(N[C@@H]1[C@@H](OCC12CCN(CC2)C2=NC=C(N=C2Cl)Br)C)=O ((3S,4S)-8-(5-bromo-3-chloropyrazin-2-yl)-3-methyl-2-oxa-8-azaspiro[4.5]dec-4-yl)carbamic acid tert-butyl ester